2-((cyclohexylmethyl)thio)-1-(3-fluorophenyl)-4-phenyl-1H-imidazole C1(CCCCC1)CSC=1N(C=C(N1)C1=CC=CC=C1)C1=CC(=CC=C1)F